(cycloocta-2-ene-1-carbonyl)-L-leucine C1(C=CCCCCC1)C(=O)N[C@@H](CC(C)C)C(=O)O